(1-(2-cyclopropylpyrimidin-5-yl)ethyl)-4-(propane-1-yn-1-yl)-1H-indazole-7-carboxylic acid C1(CC1)C1=NC=C(C=N1)C(C)N1N=CC2=C(C=CC(=C12)C(=O)O)C#CC